5-bromo-2-methyl-pyridine-3-carbaldehyde BrC=1C=C(C(=NC1)C)C=O